3-fluoro-N-[(5-{4-[(1-methylpiperidin-4-yl)amino]-1-(2,2,2-trifluoroethyl)-1H-indol-2-yl}-1,3,4-thiadiazol-2-yl)methyl]benzamide FC=1C=C(C(=O)NCC=2SC(=NN2)C=2N(C3=CC=CC(=C3C2)NC2CCN(CC2)C)CC(F)(F)F)C=CC1